CC1=C(CN2C(N=C(C=3N=NC(=CC32)C3=CC(=CC2=CC=CC=C32)O)N3C[C@@]2(CC[C@H](C3)N2C(=O)OC(C)(C)C)C)=O)C=CC(=C1)C tert-butyl (1S,5R)-3-(5-(2,4-dimethylbenzyl)-3-(3-hydroxynaphthalen-1-yl)-6-oxo-5,6-dihydropyrimido[5,4-c]pyridazin-8-yl)-1-methyl-3,8-diazabicyclo[3.2.1]octane-8-carboxylate